[4-[(E)-[ethyl-(7-methylthieno[3,2-d]pyrimidin-4-yl)hydrazono]methyl]-2-methoxyphenyl]boronic acid C(C)N(\N=C\C1=CC(=C(C=C1)B(O)O)OC)C=1C2=C(N=CN1)C(=CS2)C